4-(benzyloxy)-5-chloro-2-((3R,4R,6R)-4-(3,4-difluoro-2-methoxyphenyl)-6-methyl-6-(trifluoromethyl)tetrahydro-2H-pyran-3-yl)-1,6-naphthyridine C(C1=CC=CC=C1)OC1=CC(=NC2=CC=NC(=C12)Cl)[C@@H]1CO[C@](C[C@H]1C1=C(C(=C(C=C1)F)F)OC)(C(F)(F)F)C